4-(((3s,4s)-1-(2-cyanoacetyl)-4-methylpiperidin-3-yl)(methyl)amino)-N-methyl-7H-Pyrrolo[2,3-d]Pyrimidine C(#N)CC(=O)N1C[C@H]([C@H](CC1)C)N(C=1C2=C(N(CN1)C)NC=C2)C